2-(5-methoxy-1-(methoxymethyl)-1H-indol-3-yl)-N,N-dimethylethan-1-amine COC=1C=C2C(=CN(C2=CC1)COC)CCN(C)C